cyclopropyl{[5-(trifluoromethyl)(2-pyridinyl)]methyl}amine C1(CC1)NCC1=NC=C(C=C1)C(F)(F)F